6,6-dimethyl-3-((4-(1-(pyrrolidin-3-yl)-5-(trifluoromethyl)-1H-indol-7-yl)pyrrolo[2,1-f][1,2,4]triazin-6-yl)methyl)-3-azabicyclo[3.1.0]hexane-2,4-dione CC1(C2C(N(C(C12)=O)CC=1C=C2C(=NC=NN2C1)C=1C=C(C=C2C=CN(C12)C1CNCC1)C(F)(F)F)=O)C